ClC=1C=C2CCC[C@@]3(C2=CC1)COC1=CC=C2S(NC(C(OC\C=C/[C@@H]([C@@H]4CC[C@H]4CN(C3)C1=C2)O)(C)C)=O)(=O)=O (3R,6R,7S,8Z,22S)-6'-chloro-7-hydroxy-12,12-dimethyl-15,15-dioxo-spiro[11,20-dioxa-15-thia-1,14-diazatetracyclo[14.7.2.03,6.019,24]pentacosa-8,16,18,24-tetraene-22,1'-tetralin]-13-one